C(C)(C)(C)OC(=O)N1[C@@H](C[C@H](C1)C)C(=O)O (2S,4R)-1-tert-butoxycarbonyl-4-methyl-pyrrolidine-2-carboxylic acid